COC(CN1C(=CC(C(=C1)C(=O)OCC)=O)C(=O)OCC)OC diethyl 1-(2,2-dimethoxyethyl)-4-oxo-1,4-dihydropyridine-2,5-dicarboxylate